(S)-2,2-difluoro-1-phenylethyl (4-(5-((cyanomethyl)sulfonamido)pyridin-2-yl)-1-methyl-1H-1,2,3-triazol-5-yl)carbamate C(#N)CS(=O)(=O)NC=1C=CC(=NC1)C=1N=NN(C1NC(O[C@H](C(F)F)C1=CC=CC=C1)=O)C